ClC=1C=NC=C(C1\C=C(\C1=CC(=C(C=C1)OC)OC)/OC([C@@H](C)C1=CC=C(C=C1)CC(C)C)=O)Cl [(Z)-2-(3,5-dichloro-4-pyridyl)-1-(3,4-dimethoxyphenyl)vinyl](2S)-2-(4-isobutylphenyl)propanoate